(S)-2-((3-aminobicyclo[1.1.1]pentane-1-yl)methyl)-1-(oxetan-2-ylmethyl)-1H-benzo[d]imidazole-6-carboxylic acid methyl ester COC(=O)C=1C=CC2=C(N(C(=N2)CC23CC(C2)(C3)N)C[C@H]3OCC3)C1